(3R)-N-[5-(furan-2-yl)-2-methyl-[1,2,4]triazolo[1,5-c]pyrimidin-7-yl]-3-hydroxypyrrolidine-1-carboxamide O1C(=CC=C1)C1=NC(=CC=2N1N=C(N2)C)NC(=O)N2C[C@@H](CC2)O